5-(1H-indol-3-yl)-oxazol N1C=C(C2=CC=CC=C12)C1=CN=CO1